methyl ((4-methyl-2-(1H-pyrazol-3-yl)phenyl)sulfonyl)-L-prolinate CC1=CC(=C(C=C1)S(=O)(=O)N1[C@@H](CCC1)C(=O)OC)C1=NNC=C1